1-(4-bromo-2,6-difluoro-phenyl)-4-(chloromethyl)pyrazole ethyl-2-(7-hydroxy-2-oxo-2H-chromen-3-yl)-thiazole-5-carboxylate C(C)OC(=O)C1=CN=C(S1)C=1C(OC2=CC(=CC=C2C1)O)=O.BrC1=CC(=C(C(=C1)F)N1N=CC(=C1)CCl)F